3-amino-8-fluoroquinolin-2(1H)-one NC=1C(NC2=C(C=CC=C2C1)F)=O